COC=1C=NC(=NC1)N1CCN(CC1)C 5-methoxy-2-(4-methylpiperazin-1-yl)pyrimidin